C(C1=CC=CC=C1)OC=1C=C(C=CC1OCC1=CC=CC=C1)C[C@H](C)O (S)-1-(3,4-dibenzyloxyphenyl)propan-2-ol